FC1=CC=C2C(OC3=C(C=N2)C=CC=C3)C1=O 7-fluoro-5H-benzo[b][1,4]Benzoxazepin-6-one